3-(3-bromo-2-fluorophenyl)-2-((tert-butoxycarbonyl)amino)propionic acid BrC=1C(=C(C=CC1)CC(C(=O)O)NC(=O)OC(C)(C)C)F